tert-Butyl 2-(2-chloro-3-methylpyridin-4-yl)-2-cyanoacetate ClC1=NC=CC(=C1C)C(C(=O)OC(C)(C)C)C#N